FC=1C=C2NCC=NC2=CC1 6-fluoro-3,4-dihydroquinoxaline